1-(4-(1-(2H-tetrazol-5-yl)piperidin-4-yl)butyl)-3-(4-chlorobenzyl)urea N=1NN=NC1N1CCC(CC1)CCCCNC(=O)NCC1=CC=C(C=C1)Cl